NC=1C2=C(N=CN1)N(C(=C2C2=CC=C(C=C2)OC2=NC=CC=N2)C2=CCC1(CCN(CC1)C(=O)OC(C)(C)C)CC2)C tert-butyl 9-(4-amino-7-methyl-5-(4-(pyrimidin-2-yloxy)phenyl)-7H-pyrrolo[2,3-d]pyrimidin-6-yl)-3-azaspiro[5.5]undec-8-ene-3-carboxylate